1-(allylsulfonyl)-N-((2-(6-((cis)-2,6-dimethylmorpholino)pyridin-2-yl)-1,6-naphthyridin-7-yl)methyl)indoline-6-carboxamide C(C=C)S(=O)(=O)N1CCC2=CC=C(C=C12)C(=O)NCC1=NC=C2C=CC(=NC2=C1)C1=NC(=CC=C1)N1C[C@@H](O[C@@H](C1)C)C